4-[(3S)-4-(4-bromophenyl)-3-methylpiperazin-1-yl]-3-fluoro-2-(trifluoromethyl)benzonitrile BrC1=CC=C(C=C1)N1[C@H](CN(CC1)C1=C(C(=C(C#N)C=C1)C(F)(F)F)F)C